4-amino-5-bromo-1-((2R,4S,5R)-4-hydroxy-5-(hydroxymethyl)-5-methyltetrahydrofuran-2-yl)pyrimidin-2(1H)-one NC1=NC(N(C=C1Br)[C@@H]1O[C@]([C@H](C1)O)(C)CO)=O